[2-amino-3-fluoro-4-(trifluoromethoxy)phenyl]-[4-(2-tetrahydropyran-4-yl-3H-imidazo[4,5-b]pyridin-7-yl)-1-piperidyl]methanone NC1=C(C=CC(=C1F)OC(F)(F)F)C(=O)N1CCC(CC1)C1=C2C(=NC=C1)NC(=N2)C2CCOCC2